[O-2].[V+5].[Zn+2] Zinc-vanadium oxide